CCCCCO n-Amyl alcohol